BrC=1SC=C2C1N=C(NC2=O)C2=CC=NC=C2 7-bromo-2-(pyridin-4-yl)thieno[3,4-d]pyrimidin-4(3H)-one